C(OC(C)(C)C)(O[C@@H]1C[C@@H](CCC1)C(NC1=NC=NC(=C1)C1=CC2=C(N(N=C2C=C1)C)C(C)C)=O)[O-] tert-butyl (cis-3-((6-(3-isopropyl-2-methyl-2H-indazol-5-yl) pyrimidin-4-yl) carbamoyl) cyclohexyl) orthoformate